t-Butyl N-[4-[4-(4-bromo-3-cyano-pyrazolo[1,5-a]pyridin-6-yl)-5-methyl-pyrazol-1-yl]cyclohexyl]-N-methyl-carbamate BrC=1C=2N(C=C(C1)C=1C=NN(C1C)C1CCC(CC1)N(C(OC(C)(C)C)=O)C)N=CC2C#N